[Cl-].S1C(=CC=C1)CN(C(COC1=CC=C(C=C1)C)=O)C=1C=[NH+]NC1 4-(N-(thiophen-2-ylmethyl)-2-(p-tolyloxy)acetamido)-1H-pyrazol-2-ium chloride